C(C)(C)(C)C=1C=C(C=C(C1)C(C)(C)C)PC1=CC(=CC(=C1)C(C)(C)C)C(C)(C)C bis-(3,5-di-tert-butylphenyl)phosphine